(5S)-3-(2,6-difluorophenyl)-5-methyl-14-oxa-9-thia-4,7-diazatricyclo[8.5.0.02,8]pentadecan-1(10),2(8),3-trien-6-one FC1=C(C(=CC=C1)F)C=1C=2C=3COCCCC3SC2NC([C@@H](N1)C)=O